ethyl 6-(5-methyl-1,2,4-oxadiazol-3-yl)imidazo[1,2-a]pyridine-2-carboxylate CC1=NC(=NO1)C=1C=CC=2N(C1)C=C(N2)C(=O)OCC